2-(trifluoromethyl)cyclohexan-1-amine FC(C1C(CCCC1)N)(F)F